7,7-difluoro-2-azaspiro[3.5]nonane FC1(CCC2(CNC2)CC1)F